(3R,7aS)-3-(((tert-butyldiphenylsilyl)oxy)methyl)tetrahydro-1H-pyrrolizine [Si](C1=CC=CC=C1)(C1=CC=CC=C1)(C(C)(C)C)OC[C@H]1CCC2=CCCN12